C(C1=CC=CC=C1)C1=C(C(NC2=CC=C(C=C12)Cl)=O)C1=NNC(C1)C1=CC=C(C=C1)OC 4-benzyl-6-chloro-3-[5-(4-methoxyphenyl)-4,5-dihydro-1H-pyrazol-3-yl]-1H-quinolin-2-one